3-(1H-Pyrrol-2-yl)propane-1-thiol N1C(=CC=C1)CCCS